C(C)(C)NC(=O)C=1C=C2CN(CC2=CC1)C1=NC=CC(=N1)C1=NC=CC(=N1)\C=C\C1=CC=NC=C1 N-Isopropyl-2-[4-[4-[(E)-2-(4-pyridyl)vinyl]pyrimidin-2-yl]pyrimidin-2-yl]isoindoline-5-carboxamide